C(C)(=O)N1CCN(CC1)C=1C=C(C=CC1)C=1C(=NC=2N(C1C=1C=NNC1)N=C(C2C(C)(C)C)C(=O)N)N2CC1=CC=C(C=C1C2)F (3-(4-Acetylpiperazin-1-yl)phenyl)-3-(tert-butyl)-5-(5-fluoroisoindolin-2-yl)-7-(1H-pyrazol-4-yl)pyrazolo[1,5-a]pyrimidine-2-carboxamide